2-oxo-3-furancarboxylic acid O=C1OC=CC1C(=O)O